2-chloro-N1-(3-(diphenylamino)phenyl)-N1-phenyl-N3,N3-di-p-tolylbenzene-1,3-diamine ClC1=C(C=CC=C1N(C1=CC=C(C=C1)C)C1=CC=C(C=C1)C)N(C1=CC=CC=C1)C1=CC(=CC=C1)N(C1=CC=CC=C1)C1=CC=CC=C1